methyl 3-(((1-((t-butoxycarbonyl) amino) cyclopropyl) methyl) amino)-4-nitrobenzoate C(C)(C)(C)OC(=O)NC1(CC1)CNC=1C=C(C(=O)OC)C=CC1[N+](=O)[O-]